N-(2-methoxy-4-nitrophenyl)-1H-pyrrole-2-carboxamide COC1=C(C=CC(=C1)[N+](=O)[O-])NC(=O)C=1NC=CC1